C(C1=CC=CC=C1)OCC1=NN(C(N1CC)=O)C1=CC(=C(C(=O)OC(C)(C)C)C=C1F)\C=C\OCC tert-Butyl (E)-4-(3-((benzyloxy)methyl)-4-ethyl-5-oxo-4,5-dihydro-1H-1,2,4-triazol-1-yl)-2-(2-ethoxyvinyl)-5-fluorobenzoate